(neopentylamino)benzo[d]oxazol-6-ol C(C(C)(C)C)NC=1OC2=C(N1)C=CC(=C2)O